1-hexyl-2,5-dimethoxy-4-(2-nitrovinyl)benzene C(CCCCC)C1=C(C=C(C(=C1)OC)C=C[N+](=O)[O-])OC